COC1=C(C(=O)N=S2(CCOCC2)=O)C=CC(=C1)C1=NOC(=N1)C(F)(F)F 2-methoxy-N-(4-oxido-1,4λ6-oxathian-4-ylidene)-4-(5-(trifluoromethyl)-1,2,4-oxadiazol-3-yl)benzamide